2-[3,5-Dichloro-4-[(5-isopropyl-6-oxo-1H-pyridazin-3-yl)methyl]phenyl]-3,5-dioxo-4H-1,2,4-triazine-6-carboxylic acid ClC=1C=C(C=C(C1CC1=NNC(C(=C1)C(C)C)=O)Cl)N1N=C(C(NC1=O)=O)C(=O)O